Cl.Cl.C(C)(C)(C)C1=CC=C(C=C1)C=1N=C2N(C=CC=C2)C1CN1CCNCC1 2-(4-tert-butylphenyl)-3-(piperazin-1-ylmethyl)imidazo[1,2-a]pyridine dihydrochloride